(4S)-4-((1H-indazol-3-yl)methyl)-6-(2-((R)-2-(3,5-dimethylbenzyl)piperidin-1-yl)-2-oxoethyl)-1-phenyl-4H-benzo[b][1,2,4]triazolo[4,3-d][1,4]diazepin-5(6H)-one N1N=C(C2=CC=CC=C12)C[C@H]1C=2N(C3=C(N(C1=O)CC(=O)N1[C@H](CCCC1)CC1=CC(=CC(=C1)C)C)C=CC=C3)C(=NN2)C2=CC=CC=C2